2-methyloctahydro-1H-pyrazino[1,2-a]pyrazin-1-one CN1C(C2N(CC1)CCNC2)=O